CC1=C(C=C(C=N1)C=1C(=NC=CC1C(F)(F)F)C(=O)N)C1=CC2=C(N=C(N=C2)NC)N2C1=NCC2 (6-methyl-5-(2-(methylamino)-8,9-dihydroimidazo[1',2':1,6]pyrido[2,3-d]pyrimidin-6-yl)pyridin-3-yl)-4-(trifluoromethyl)picolinamide